C(C)OC=1C=C2C=CC(=CC2=CC1)C=1C=C(C(=NC1)C(=O)NCC(C(=O)O)(C)C)O 3-(5-(6-Ethoxynaphthalen-2-yl)-3-hydroxypicolinamido)-2,2-dimethylpropionic acid